CN1N=C2C=C(C=CC2=C1C)N(C1=NC(=NC=C1)NC=1C=CC(=C(C1)S(=O)(=O)N)C)C 5-((4-((2,3-dimethyl-2H-indazol-6-yl)(methyl)amino)pyrimidin-2-yl)amino)-2-methylbenzenesulfonamide